CC=1N=NC=CC1N methyl-pyridazin-4-amine